ClC1=C(CC2=NC3=C(N2[C@@H]2COCC2(C)C)C=C(C=C3)C(=O)O)C=C(C(=C1)C1=NC(=C(C=C1)F)OCC=1SC(=CN1)C(C)(F)F)C (S)-2-(2-chloro-4-(6-((5-(1,1-difluoroethyl)thiazol-2-yl)methoxy)-5-fluoropyridin-2-yl)-5-methylbenzyl)-1-(4,4-dimethyltetrahydrofuran-3-yl)-1H-benzo[d]imidazole-6-carboxylic acid